C(C=C)(=O)N1CC(N(CC1)C)CNC1=C2C(=NC=C1C(=O)N)NC=C2 4-(((4-Acryloyl-1-methylpiperazin-2-yl)methyl)amino)-1H-pyrrolo[2,3-b]pyridine-5-carboxamide